9-fluoro-3-[3-(4-chloro-1H-pyrrol-2-yl)-1,2,4-oxadiazol-5-yl]-1,3,4,11,12,12a-hexahydropyrido[1,2-b][2]benzazepin-6(2H)-one FC=1C=CC2=C(CCC3N(C2=O)CC(CC3)C3=NC(=NO3)C=3NC=C(C3)Cl)C1